C(C)N1N=C(C2=CC=CC=C2C1=O)C1=CC=C(CNS(=O)(=O)NC(OC(C)(C)C)=O)C=C1 tert-butyl (N-(4-(3-ethyl-4-oxo-3,4-dihydrophthalazin-1-yl)benzyl)sulfamoyl)carbamate